(E)-3-(1,3-benzodioxol-5-yl)-N-(2-pyridyl)-N-tetrahydrothiophen-3-yl-prop-2-enamide O1COC2=C1C=CC(=C2)/C=C/C(=O)N(C2CSCC2)C2=NC=CC=C2